5-bromo-6-methylisobenzofuran-1(3H)-one BrC=1C=C2COC(C2=CC1C)=O